1-[6-[4-[2-methoxy-4-[(E)-2-methoxycarbonyl-vinyl]-phenoxycarbonyl]-phenoxy]-decyloxycarbonyl]-1-methyl-ethylene COC1=C(OC(=O)C2=CC=C(OC(CCCCCOC(=O)C(=C)C)CCCC)C=C2)C=CC(=C1)\C=C\C(=O)OC